Bromohexyn ethyl-(trans)-4-amino-1-methylcyclohexane-1-carboxylate C(C)OC(=O)C1(CCC(CC1)N)C.BrC#CCCCC